N-(3-sulfonylphenyl)-2-(4-(trifluoromethoxy)phenoxy)-4-(trifluoromethyl)benzamide ethyl-2-(chloromethyl)-7-fluoro-3-[(3S)-oxolan-3-ylmethyl]-1,3-benzodiazole-5-carboxylate C(C)OC(=O)C1=CC2=C(N=C(N2C[C@H]2COCC2)CCl)C(=C1)F.S(=O)(=O)=C1CC(=CC=C1)NC(C1=C(C=C(C=C1)C(F)(F)F)OC1=CC=C(C=C1)OC(F)(F)F)=O